C(C1=CC=CC=C1)NC(NCC1=C(N=NN1C)C1=CC=C(C(=N1)CC)O[C@@H]1C[C@H](CCC1)C(=O)O)=O (1S,3S)-3-((6-(5-((3-benzyl-ureido)methyl)-1-methyl-1H-1,2,3-triazol-4-yl)-2-ethylpyridin-3-yl)oxy)cyclohexane-1-carboxylic acid